CC=1C=NC2=C(C=CC=C2C1)S(=O)(=O)[O-] 3-methyl-8-quinolinesulfonate